pentenylpropanediol C(=CCCC)C(CC)(O)O